2-Chloro-3-methoxyisonicotinaldehyde ClC=1C(=C(C=O)C=CN1)OC